N-(2-(N-cyano-S-methylsulfonimidoyl)pyridin-4-yl)-3-cyclopropyl-1-((3,3-difluoro-1-methylcyclobutyl)methyl)-4-(trifluoromethyl)-1H-pyrazole-5-carboxamide C(#N)N=S(=O)(C)C1=NC=CC(=C1)NC(=O)C1=C(C(=NN1CC1(CC(C1)(F)F)C)C1CC1)C(F)(F)F